FC(C1=CC=C(C=C1)N1CC2CS(CCN2C2=C1C=CC=N2)(=O)=O)(F)F 5-(4-(trifluoromethyl)phenyl)-5,6,6a,7,9,10-hexahydropyrido[3',2':5,6]pyrazino[2,1-c][1,4]thiazine 8,8-dioxide